racemic-N-ethylcysteine C(C)N[C@@H](CS)C(=O)O |r|